C(C)(C)(C)OC(C(C)(C)C1=NC=CC(=N1)C1=NC=C(C(=C1)N1C(C(=C(C=C1C)OCC1=NC=C(C=C1F)F)Cl)=C=O)Cl)=O tert-butyl-2-(4-(3,5'-dichloro-4-((3,5-difluoropyridin-2-yl) methoxy)-6-methyl-2-carbonyl-2H-[1,4'-bipyridin]-2'-yl) pyrimidin-2-yl)-2-methylpropionate